CN(C(=O)OC1CCC(CC1)N1N=C(C=2C1=NC=NC2N)I)C2=NC=C(C=C2)C2=CN=C1N2C=C(C=C1Br)N(C)C(C1=CC(=C(C=C1)F)OC)=O 4-(4-amino-3-iodo-1H-pyrazolo[3,4-d]pyrimidin-1-yl)cyclohexane-1-ol methyl-N-[5-[8-bromo-6-[(4-fluoro-3-methoxy-benzoyl)-methyl-amino]imidazo[1,2-a]pyridin-3-yl]-2-pyridyl]carbamate